2-butyl-1,4-phenylenediamine C(CCC)C1=C(C=CC(=C1)N)N